Cl.COC1(CNCC1)C=CC1=CC=C(C=C1)C(F)(F)F 3-methoxy-3-(4-(trifluoromethyl)styryl)pyrrolidine hydrochloride